2-(aminomethyl)-1-tosyl-5-(2,2,2-trifluoroethyl)-1H-indol-6-ol NCC=1N(C2=CC(=C(C=C2C1)CC(F)(F)F)O)S(=O)(=O)C1=CC=C(C)C=C1